C(C)(C)(C)OC(=O)N1CCC2(CCCN2CC2=C(C=C(C=C2)C(F)(F)F)C#CC(C(=O)OCC)(C)C)CC1.BrC1=CC=C(C=C1)CF 1-bromo-4-(fluoromethyl)benzene tert-butyl-1-(2-(4-ethoxy-3,3-dimethyl-4-oxobut-1-yn-1-yl)-4-(trifluoromethyl)benzyl)-1,8-diazaspiro[4.5]decane-8-carboxylate